Cl.N[C@@H]([C@@H](C)CC)CC(=O)O L-beta-homoisoleucine hydrochloride